ClC1=C(C=CC=C1N=S1(CCCCC1)=O)SCCC(=O)OC Methyl 3-((2-chloro-3-((1-oxotetrahydro-2H-1λ6-thiopyran-1-ylidene)amino)phenyl)thio)propanoate